4-(cyclopropylmethoxy)-N-(3,5-difluoro-4-((6-methoxy-7-(2-(methylamino)ethoxy)quinolin-4-yl)oxy)phenyl)pyridine-3-carboxamide C1(CC1)COC1=C(C=NC=C1)C(=O)NC1=CC(=C(C(=C1)F)OC1=CC=NC2=CC(=C(C=C12)OC)OCCNC)F